N=1N(N=C2C1C=CC=C2)C=2C(=C(C(=CC2C)CN2C(C=1C(C2=O)=CC=CC1)=O)O)N1N=C2C(=N1)C=CC=C2 3-(2H-benzotriazol-2-yl)2-(2H-benzotriazol-2-yl)-6-phthalimidomethyl-4-methylphenol